N-(5-(2-fluoro-5-((4-oxo-3,4-dihydrophthalazin-1-yl)methyl)phenyl)-1H-benzimidazol-2-yl)methanesulfonamide sodium 2,2-dimethoxypropionate COC(C(=O)[O-])(C)OC.[Na+].FC1=C(C=C(C=C1)CC1=NNC(C2=CC=CC=C12)=O)C1=CC2=C(NC(=N2)NS(=O)(=O)C)C=C1